2-methoxy-1,3,2-dioxaphospholane-2-oxide COP1(OCCO1)=O